CN1N=C2C(=CC=C(C2=C1)C1CCN(CC1)C)C(=O)N 2-methyl-4-(1-methylpiperidin-4-yl)indazole-7-carboxamide